ClC1=C(C=CC(=N1)C(=O)N[C@H]1COCC1)N1CCN(CC1)CC=1C=NC=2C=C(C(NC2C1)=O)CC (R)-6-Chloro-5-(4-((7-ethyl-6-oxo-5,6-dihydro-1,5-naphthyridin-3-yl)methyl)piperazine-1-yl)-N-(tetrahydrofuran-3-yl)pyridineamide